methyl-propenyl-alpha-D-galactofuranose C[C@@]1([C@@](O)(O[C@H]([C@@H]1O)[C@H](O)CO)C=CC)O